(2-bromopyridin-3-yl)boronic acid BrC1=NC=CC=C1B(O)O